ethyl 9-cyano-16-methoxy-2,3,4,10,12-pentaazatetracyclo[11.4.0.02,6.08,12]heptadeca-1(17),3,5,8,10,13,15-heptaene-5-carboxylate C(#N)C1=C2CC3=C(N=NN3C3=CC(=CC=C3N2C=N1)OC)C(=O)OCC